ClC1=C(C(=O)N(C)C)C=CC(=C1)NC1CN(C1)C1CCN(CC1)C(=O)C1CCC(CC1)(F)F 2-chloro-4-(1-(1-(4,4-difluorocyclohexanecarbonyl)piperidin-4-yl)azetidin-3-ylamino)-N,N-dimethylbenzamide